6-chloro-3-((1-(5-(4,4-difluoropiperidin-1-yl)-2,9-dimethylimidazo[1,2-c]quinazolin-7-yl)ethyl)amino)picolinic acid ClC1=CC=C(C(=N1)C(=O)O)NC(C)C1=CC(=CC=2C=3N(C(=NC12)N1CCC(CC1)(F)F)C=C(N3)C)C